3',4-bis(t-butoxycarbonyl)-2'-deoxy-2',2'-difluorocytidine C(C)(C)(C)OC(=O)[C@@]1(C([C@@H](O[C@@H]1CO)N1C(=O)NC(N)(C=C1)C(=O)OC(C)(C)C)(F)F)O